NC1=NN(C2=NC(=CC(=C21)C2=CC=C(C=C2)N)N2C[C@H]1N(CC2)C(CC1)=O)C (S)-2-(3-amino-4-(4-aminophenyl)-1-methyl-1H-pyrazolo[3,4-b]pyridin-6-yl)hexahydropyrrolo[1,2-a]pyrazin-6(2H)-one